Cl.N1(C=CC=CC2=C1C=CC=C2)CC(=O)O (3S)-benzazepine-1-acetic acid HCl